1,3-divinyl-1,1,3,3-tetramethyl-disiloxane platinum [Pt].C(=C)[Si](O[Si](C)(C)C=C)(C)C